2'-Amino-6-(2-amino-6-(1-isopropylpiperidin-4-yl)-5-methylpyrimidin-4-yl)-3'-fluoro-[2,4'-bipyridin]-5-ol NC1=NC=CC(=C1F)C1=NC(=C(C=C1)O)C1=NC(=NC(=C1C)C1CCN(CC1)C(C)C)N